O=C(CON=CC(C)N)N1CCN(CC1)C1=NC=C(C=C1)C(F)(F)F 2-aminopropionaldehyde O-(2-oxo-2-(4-(5-(trifluoromethyl)pyridin-2-yl)piperazin-1-yl)ethyl) oxime